6-{(S)-2-[2-(Benzo[d]isoxazol-3-yl)phenyl]-2-[((S)-tert-butylsulfinyl)amino]ethyl}-N,N,5-trimethylpyridine-2-carboxamide O1N=C(C2=C1C=CC=C2)C2=C(C=CC=C2)[C@H](CC2=C(C=CC(=N2)C(=O)N(C)C)C)N[S@@](=O)C(C)(C)C